di(cyclohexyl)amine C1(CCCCC1)NC1CCCCC1